tert-butyl 4-(4-oxo-2-(trifluoromethylsulfonyloxy)-4H-pyrazino[1,2-a]pyrimidin-7-yl)-5,6-dihydropyridine-1(2H)-carboxylate O=C1C=C(N=C2N1C=C(N=C2)C2=CCN(CC2)C(=O)OC(C)(C)C)OS(=O)(=O)C(F)(F)F